2-[5-Bromo-2-(o-tolyl)-6-oxo-pyrimidin-1-yl]acetic acid ethyl ester C(C)OC(CN1C(=NC=C(C1=O)Br)C1=C(C=CC=C1)C)=O